FC1=C(C=CC(=C1)F)[C@]1(C[C@@H](CO1)COC1=CC=C(C=C1)N1CCN(CC1)C1=CC=C(C=C1)N1C=NN(C1=O)CC(=O)O)C 2-(4-(4-(4-(4-(((3R,5R)-5-(2,4-difluorophenyl)-5-methyltetrahydrofuran-3-yl)methoxy)phenyl)piperazin-1-yl)phenyl)-5-oxo-4,5-dihydro-1H-1,2,4-triazol-1-yl)acetic acid